(1-(4-(trifluoromethyl)phenyl)-1,2,3,4-tetrahydroquinolin-3-yl)methanamine FC(C1=CC=C(C=C1)N1CC(CC2=CC=CC=C12)CN)(F)F